N-(2-(4-((3-(2-methoxyethoxy)-5-(trifluoromethoxy)benzyl)amino)butoxy)ethyl)-6-(1,2,3-thiadiazol-5-yl)-1H-indazol-4-amine COCCOC=1C=C(CNCCCCOCCNC=2C=3C=NNC3C=C(C2)C2=CN=NS2)C=C(C1)OC(F)(F)F